C(C)C=1NC2=CC(=CC=C2C1CC1CCC(CC1)OC1CCOCC1)F 2-ethyl-6-fluoro-3-(((1r,4r)-4-((tetrahydro-2H-pyran-4-yl)oxy)cyclohexyl)methyl)-Z-indole